methyl 4-allyloxy-2-fluoro-5-iodo-benzoate C(C=C)OC1=CC(=C(C(=O)OC)C=C1I)F